(1R,2S,3R,5R)-3-(4-Amino-5-vinyl-7H-pyrrolo[2,3-d]pyrimidin-7-yl)-5-((3-(((4-fluorophenethyl)amino)methyl)azetidin-1-yl)methyl)cyclopentane-1,2-diol (2,4,6-trichlorophenyl)formate ClC1=C(C(=CC(=C1)Cl)Cl)C(=O)O.NC=1C2=C(N=CN1)N(C=C2C=C)[C@H]2[C@@H]([C@@H]([C@H](C2)CN2CC(C2)CNCCC2=CC=C(C=C2)F)O)O